C(C)(C)(C)OC(=O)N(C=1SC(=C(N1)C(=O)OC)CC(CO)(C)C)C methyl 2-{[(tert-butoxy)carbonyl](methyl)amino}-5-(3-hydroxy-2,2-dimethylpropyl)-1,3-thiazole-4-carboxylate